C1(CC1)NC1CCN(CC1)C=1C=C(C=2N(C(C=C(N2)C2=CC(=C(C=C2)OC)OC)=O)C1)C 7-[4-(Cyclopropylamino)piperidin-1-yl]-2-(3,4-dimethoxyphenyl)-9-methyl-4H-pyrido[1,2-a]pyrimidin-4-one